tert-butyl (1S,4S)-5-(7-bromo-6-chloro-8-fluoro-2-((S)-2-methoxypropoxy)quinazolin-4-yl)-2,5-diazabicyclo[2.2.1]heptane-2-carboxylate BrC1=C(C=C2C(=NC(=NC2=C1F)OC[C@H](C)OC)N1[C@@H]2CN([C@H](C1)C2)C(=O)OC(C)(C)C)Cl